4-[2-[4-[4-[6-chloro-4-(trifluoromethyl)-2-pyridinyl]piperazin-1-yl]sulfonylanilino]-2-oxo-ethyl]piperazine-1-carboxylic acid tert-butyl ester C(C)(C)(C)OC(=O)N1CCN(CC1)CC(=O)NC1=CC=C(C=C1)S(=O)(=O)N1CCN(CC1)C1=NC(=CC(=C1)C(F)(F)F)Cl